tert-butyl 3-(5-(1-ethyl-1,4,5,6-tetrahydropyrrolo[3,4-c]pyrazole-5-carbonyl)-7-(6-ethyl-2-methylpyridin-3-yl)-1H-indol-2-yl)-5,6-dihydropyridine-1(2H)-carboxylate C(C)N1N=CC2=C1CN(C2)C(=O)C=2C=C1C=C(NC1=C(C2)C=2C(=NC(=CC2)CC)C)C=2CN(CCC2)C(=O)OC(C)(C)C